S1C=NC2=C1C=CC(=C2)C2=CC(=NC(=N2)C)NC(C)C2=CC(=CC=C2)C=2C=NN(C2)C 6-(1,3-benzothiazol-5-yl)-2-methyl-N-{1-[3-(1-methyl-1H-pyrazol-4-yl)phenyl]ethyl}pyrimidin-4-amine